COC1=CC=C(C=C1)CCCC 4-(4-methoxyphenyl)-butan